C1(=CC=CC=C1)CCCCCCCC(=O)O benzeneoctanoic acid